[O-2].[Na+].[Li+].[Al+3] aluminum-lithium-sodium oxide